CC(C)N[C@@H](C(C)C)C(=O)O prop-2-yl-(valine)